NCCCN1C(=C(C2=CC=C(C(=C12)C=1C(=NN(C1C)COCC[Si](C)(C)C)C)Cl)CCCOC1=CC(=C(C(=C1)C)Cl)C)C(=O)OCC ethyl 1-(3-aminopropyl)-6-chloro-3-(3-(4-chloro-3,5-dimethylphenoxy)propyl)-7-(3,5-dimethyl-1-((2-(trimethylsilyl)ethoxy)methyl)-1H-pyrazol-4-yl)-1H-indole-2-carboxylate